N1=C(N)N=C(N)N=C1N.B(O)(O)O boric acid-melamine salt